CC=1C=C(C=CC1)N(C1=CC=C(C=C1)N(C1=CC=C(C=C1)C1=CC=C(C=C1)N(C1=CC=CC=C1)C1=CC=C(C=C1)N(C1=CC(=CC=C1)C)C1=CC(=CC=C1)C)C1=CC=CC=C1)C1=CC(=CC=C1)C N,N'-bis{4-[bis(3-methylphenyl)amino]phenyl}-N,N'-diphenyl-4,4'-biphenyldiamine